2-methyl-2-(3-(((1S,3S)-3-((5-(6-oxopyridazin-1(6H)-yl)pyridin-2-yl)amino)cyclopentyl)amino)-1,2,4-oxadiazol-5-yl)propanenitrile CC(C#N)(C)C1=NC(=NO1)N[C@@H]1C[C@H](CC1)NC1=NC=C(C=C1)N1N=CC=CC1=O